ethyl (E)-3-(6-formylpyridin-3-yl)acrylate C(=O)C1=CC=C(C=N1)/C=C/C(=O)OCC